N1C=2N(C(NC1)=O)N=CC2 1H-3H-pyrazolo[1,5-a][1,3,5]triazin-4-one